CC(C)(CCC(C=C)C)O 2,5-dimethyl-6-hepten-2-ol